3,5-di-tert-butyl-4-hydroxy-benzenecarboxylic acid C(C)(C)(C)C=1C=C(C=C(C1O)C(C)(C)C)C(=O)O